COC(CCC(C)C)=O 4-methylpentanoic acid methyl ester